4-(4-(5-(4-(4-methylpiperazin-1-yl)phenyl)-1H-pyrazolo[3,4-b]pyridin-3-yl)phenyl)morpholine CN1CCN(CC1)C1=CC=C(C=C1)C=1C=C2C(=NC1)NN=C2C2=CC=C(C=C2)N2CCOCC2